BrC1=CC=2C3=C(NC2C=C1)CCN(C3)CCC(=O)O 3-(8-bromo-1,3,4,5-tetrahydro-2H-pyrido[4,3-b]indol-2-yl)propanoic acid